Tert-butyl (S)-1-(oxetan-2-ylmethyl)-2-((4-(6-(isoquinolin-4-ylmethoxy) pyridin-2-yl) piperidin-1-yl) methyl)-1H-benzo[d]imidazole-6-carboxylate O1[C@@H](CC1)CN1C(=NC2=C1C=C(C=C2)C(=O)OC(C)(C)C)CN2CCC(CC2)C2=NC(=CC=C2)OCC2=CN=CC1=CC=CC=C21